17-((R)-5-(2H-tetrazol-5-yl) pentan-2-yl)-10,13-dimethyl-3-oxohexadecahydro-1H-cyclopenta[a]phenanthren-7-yl acetate C(C)(=O)OC1CC2CC(CCC2(C2CCC3(C(CCC3C12)[C@H](C)CCCC=1N=NNN1)C)C)=O